BrC1=CC=C(C=C1)C(C#CC1=CC=CC=C1)O 1-(4-bromophenyl)-3-phenylpropan-2-yn-1-ol